C1(CC1)C=1C=CC2=C(C(=NN(C2=O)CC(=O)O)C(C)C)N1 2-(2-cyclopropyl-8-isopropyl-5-oxo-pyrido[2,3-d]pyridazin-6-yl)acetic acid